4-(((3s,4s)-1-((2-chloro-4-(trifluoromethyl)phenyl)sulfonyl)-4-hydroxy-4-(hydroxymethyl)pyrrolidin-3-yl)sulfonyl)benzonitrile ClC1=C(C=CC(=C1)C(F)(F)F)S(=O)(=O)N1C[C@@H]([C@](C1)(CO)O)S(=O)(=O)C1=CC=C(C#N)C=C1